6-[5,6-difluoro-4-[9-(2-hydroxyethyl)-2,9-diazaspiro[4.5]decan-2-yl]-8-(methylamino)-9H-pyrido[2,3-b]indol-3-yl]-1-methyl-4-oxo-1,8-naphthyridine-3-carboxylic acid FC1=C2C3=C(NC2=C(C=C1F)NC)N=CC(=C3N3CC1(CC3)CCCN(C1)CCO)C=1C=C3C(C(=CN(C3=NC1)C)C(=O)O)=O